ClC1=C(C=CC=C1F)C1N(CCN(C1)C1CC1)C=1N=CC(=NC1)C(=O)N[C@H](C)\C=C\S(=O)(=O)C 5-(2-(2-chloro-3-fluorophenyl)-4-cyclopropylpiperazin-1-yl)-N-((R,E)-4-(methylsulfonyl)but-3-en-2-yl)pyrazine-2-carboxamide